FC(C1=CC=C(C=C1)N1N=NC(=C1COC1=CC=C(N=N1)N1CC(C1)C(=O)NC1=CC=NC=C1)C)F 1-(6-((1-(4-(Difluoromethyl)phenyl)-4-methyl-1H-1,2,3-triazol-5-yl)methoxy)pyridazine-3-yl)-N-(pyridin-4-yl)azetidine-3-carboxamide